tert-butyl 3-[2-[3-(4-amino-1-isopropyl-pyrazolo[3,4-d]pyrimidin-3-yl)-5-cyclopropyl-isoxazol-4-yl]-4-methyl-pyrimidin-5-yl]pyrrolidine-1-carboxylate NC1=C2C(=NC=N1)N(N=C2C2=NOC(=C2C2=NC=C(C(=N2)C)C2CN(CC2)C(=O)OC(C)(C)C)C2CC2)C(C)C